(4-methyl-3-nitrophenyl)-5-(1-(3-(thiophen-2-yl)phenyl)ethyl)-1,2,4-oxadiazole CC1=C(C=C(C=C1)C1=NOC(=N1)C(C)C1=CC(=CC=C1)C=1SC=CC1)[N+](=O)[O-]